C(CCCC)N(CCCCC)CCCCC.P(=O)(O)(O)OC[C@@H]1[C@H]([C@H]([C@@H](O1)N1C(=O)NC(=O)C=C1)O)O uridine 5'-monophosphate tri-n-pentylamine salt